C(C)(C)(C)OC(=O)N1C2=C(OCC1)N=CC(=C2C)C=2C=C1C=C(N=CC1=C(C2F)Cl)NC=2C=C1CN(C(C1=CC2)=O)C 7-(8-chloro-7-fluoro-3-((2-methyl-1-oxoisoindolin-5-yl)amino)isoquinolin-6-yl)-8-methyl-2,3-dihydro-1H-pyrido[2,3-b][1,4]oxazine-1-carboxylic acid tert-butyl ester